4'-(pyrazine-2,6-diyl-bis(1H-1,2,3-triazole-4,1-diyl))bis(2-hydroxybenzoic acid) N1=C(C=NC=C1C=1N=NN(C1)C=1C(=C(C(=O)O)C=CC1)O)C=1N=NN(C1)C=1C(=C(C(=O)O)C=CC1)O